8-(4-Morpholinophenyl)-6-fluoro-3,4-dihydrobenzo[e][1,2,3]oxathiazine 2,2-dioxide O1CCN(CC1)C1=CC=C(C=C1)C1=CC(=CC=2CNS(OC21)(=O)=O)F